(3,5-bis(trifluoromethyl)phenyl)triisopropoxyborate FC(C=1C=C(C=C(C1)C(F)(F)F)[B-](OC(C)C)(OC(C)C)OC(C)C)(F)F